FC1=C(C=CC=C1)C1=CC=2C(=CN=CC2)N1 2-(2-fluorophenyl)-1H-pyrrolo[2,3-c]pyridine